C(C)(C)(C)OC(=O)NC(C(=O)OC)P(=O)(OC)OC methyl 2-(tert-butoxycarbonylamino)-2-dimethoxyphosphoryl-acetate